C(C=C)(=O)N1CC(C1)CN1C(C(=NC2=CC(=C(C=C12)F)C1=CC(=CC2=CC=CC=C12)O)OCCN(C)C)=O 1-((1-propenoylazetidin-3-yl)methyl)-3-(2-(dimethylamino)ethoxy)-7-fluoro-6-(3-hydroxynaphthalen-1-yl)quinoxalin-2(1H)-one